((3-(1-cyclopropylethyl)bicyclo[4.2.0]oct-1(6),2,4-trien-2-yl)carbamoyl)-4-(2-hydroxypropane-2-yl)furan-2-sulfonamide C1(CC1)C(C)C1=C(C=2CCC2C=C1)NC(=O)C1=C(OC=C1C(C)(C)O)S(=O)(=O)N